FC(S(=O)(=O)OC1=CC(=CC2=CC=C(C(=C12)C#C[Si](C(C)C)(C(C)C)C(C)C)F)N=C(C1=CC=CC=C1)C1=CC=CC=C1)(F)F 3-((Diphenylmethylene)amino)-7-fluoro-8-((triisopropylsilyl)ethynyl)naphthalen-1-yl trifluoromethanesulfonate